3-(5-(1-acetylpyrrolidin-3-yloxy)-6-chloropyridin-2-yl)-1H-indole-7-carbonitrile C(C)(=O)N1CC(CC1)OC=1C=CC(=NC1Cl)C1=CNC2=C(C=CC=C12)C#N